(2-chloro-5-cyanophenyl)-4-methoxypyrimidine-5-carboxamide ClC1=C(C=C(C=C1)C#N)C1=NC=C(C(=N1)OC)C(=O)N